bromo-2-(4-chlorophenyl)-5-trifluoromethylpyrrole-3-carbonitrile BrC=1C(=C(NC1C(F)(F)F)C1=CC=C(C=C1)Cl)C#N